BrC1=C(C2=C(N(N=N2)CCCOCC2CCNCC2)C=C1)C 5-bromo-4-methyl-1-(3-(piperidin-4-ylmethoxy)propyl)-1H-benzo[d][1,2,3]triazole